N-(5-(4-fluorobenzyl)-7-methyl-2,3,4,5-tetrahydrobenzo[b][1,4]oxazepin-8-yl)-3,3-dimethylbutanamide FC1=CC=C(CN2C3=C(OCCC2)C=C(C(=C3)C)NC(CC(C)(C)C)=O)C=C1